FC1(CCC(CC1)C1=C(C(=O)O)C(=CC=C1)COC[C@@H]1CN(CC12CN(C2)C(C(C(F)(F)F)(C)C)=O)C(=O)C=2C=NN(C2)CC2=CC=C(C=C2)F)F (S)-2-(4,4-difluorocyclohexyl)-6-(((6-(1-(4-fluorobenzyl)-1H-pyrazole-4-carbonyl)-2-(3,3,3-trifluoro-2,2-dimethylpropanoyl)-2,6-diazaspiro[3.4]octan-8-yl)methoxy)methyl)benzoic acid